N-[4-[8-amino-5-methyl-3-(trideuteriomethyl)imidazo[1,5-a]pyrazin-1-yl]-3-fluoro-phenyl]-2-hydroxy-2-(m-tolyl)acetamide NC=1C=2N(C(=CN1)C)C(=NC2C2=C(C=C(C=C2)NC(C(C=2C=C(C=CC2)C)O)=O)F)C([2H])([2H])[2H]